1,2-diethylpyrrolidinium cyanide [C-]#N.C(C)[NH+]1C(CCC1)CC